FC=1C=C(C=C(C1)F)[C@@H]1CCN2N1C(C1(C2)CCN(CC1)C1=CC(=CC=C1)F)=O (S)-7'-(3,5-difluorophenyl)-1-(3-fluorophenyl)dihydro-1'H,3'H,5'H-spiro[piperidine-4,2'-pyrazolo[1,2-a]pyrazol]-1'-one